4-Bromo-N1-methylbenzene-1,2-diamine BrC=1C=C(C(=CC1)NC)N